2-(5-(2-(ethyl(methyl)amino)ethyl)-2-oxo-4-(trifluoromethyl)pyridin-1(2H)-yl)-4-methylpentanoic acid C(C)N(CCC=1C(=CC(N(C1)C(C(=O)O)CC(C)C)=O)C(F)(F)F)C